BrC1=C(N)C=C(C(=C1)C)F 2-bromo-5-fluoro-4-methylaniline